BrC1=C(N(C=2N(C1=O)N=C(N2)C2=CCC(CC2)OC)CC(=O)NC2=C(C=C(C=C2)C(F)(F)F)Cl)CC 2-[6-bromo-5-ethyl-2-(4-methoxycyclohex-1-enyl)-7-oxo[1,2,4]triazolo[1,5-a]pyrimidin-4-yl]-N-[2-chloro-4-(trifluoromethyl)phenyl]acetamide